NC1=C2NC(N(C2=NC(=N1)OCCOC)CC1=CC=C(C=C1)CN(CCOCCOCCOCCOCCO)C)=O 6-amino-9-{[4-(16-hydroxy-2-methyl-5,8,11,14-tetraoxa-2-azahexadecan-1-yl)phenyl]methyl}-2-(2-methoxyethoxy)-7,9-dihydro-8H-purin-8-one